butyl (1R,5S)-3-(7-chloro-8-fluoro-2-(((2R,7aS)-2-fluorotetrahydro-1H-pyrrolizin-7a(5H)-yl)methoxy)pyrido[4,3-d]pyrimidin-4-yl)-3,8-diazabicyclo[3.2.1]octane-8-carboxylate ClC1=C(C=2N=C(N=C(C2C=N1)N1C[C@H]2CC[C@@H](C1)N2C(=O)OCCCC)OC[C@]21CCCN1C[C@@H](C2)F)F